C1(=CC=C(C=C1)C#N)C1=CC=CC=C1 1,1'-biphenyl-4-carbonitrile